NC=1C=C(C=CC1)P(C1=CC=CC=C1)(C1=CC(=CC=C1)N)=O bis(3-aminophenyl)-phenylphosphine oxide